(3,4,5-Triiodophenyl)methylamine IC=1C=C(C=C(C1I)I)CN